2-(((S)-5-methoxy-1,2,3,4-tetrahydronaphthalen-2-yl)amino)-2-phenylacetic acid n-propyl ester hydrochloride Cl.C(CC)OC(C(C1=CC=CC=C1)N[C@@H]1CC2=CC=CC(=C2CC1)OC)=O